CC1=NC2=CC=CC(=C2C(N1)=O)CCCCCN1CCN(CC1)C1COC1 2-Methyl-5-(5-(4-(oxetan-3-yl)piperazin-1-yl)pentyl)-4-oxoquinazoline